OC1=C(C#N)C(=CC=C1)N1N=CC=2C1=CN=C(C2)N2CCN(CC2)S(=O)(=O)C 2-Hydroxy-6-(5-(4-(methylsulfonyl)piperazin-1-yl)-1H-pyrazolo[3,4-c]pyridine-1-yl)benzonitrile